3-(5-(Pyrrolidin-1-yl)pyridin-3-yl)-3-(5-(2-(5,6,7,8-tetrahydro-1,8-naphthyridin-2-yl)ethoxy)-1H-indazol-1-yl)propanoic acid N1(CCCC1)C=1C=C(C=NC1)C(CC(=O)O)N1N=CC2=CC(=CC=C12)OCCC1=NC=2NCCCC2C=C1